FC(C=1C=CC=2N(N1)C(=CN2)C2=CC(=NC=C2)N2CC(CCC2)CN(S(=O)(=O)C)C)F N-((1-(4-(6-(Difluoromethyl)imidazo[1,2-b]pyridazin-3-yl)pyridin-2-yl)piperidin-3-yl)methyl)-N-methylmethanesulfonamide